N1(N=CN=C1)CC1(C(CCC1CC1=CC=C(C=C1)Cl)C)O 1-((1H-1,2,4-triazol-1-yl)methyl)-5-(4-chlorobenzyl)-2-methylcyclopentan-1-ol